(R)-3-(1-(7-(5-Chloro-1H-pyrazol-4-yl)-4-oxoquinazolin-3(4H)-yl)ethyl)-N-methylbenzamide ClC1=C(C=NN1)C1=CC=C2C(N(C=NC2=C1)[C@H](C)C=1C=C(C(=O)NC)C=CC1)=O